Cl.FC=1C=C(C=CC1F)[C@@H]1[C@H](CNCC1)C=1C=NN2C1C1=C(CCC2)SC(=C1)C(=O)N ((3S,4S)-4-(3,4-difluorophenyl)piperidin-3-yl)-6,7-dihydro-5H-pyrazolo[1,5-a]thieno[3,2-c]azepin-9-carboxamide hydrochloride